O=C1NC(CCC1N1C(C2=CC=C(C=C2C1=O)OC(CCCCCCCCCC)=O)=O)=O undecanoic acid (2-(2,6-dioxopiperidin-3-yl)-1,3-dioxoisoindolin-5-yl) ester